C1(=CC=CC=C1)CCCCOC1=CC=C(C(=O)O)C=C1 4-(4-Phenylbutoxy)benzoic acid